ClC1=CC=C(C2=C1C=CO2)COC2=NC(=NC=C2F)C=2CC=NCC2 4-(4-((4-chlorobenzofuran-7-yl)methoxy)-5-fluoropyrimidin-2-yl)-3,6-dihydropyridine